ClC=1C2=C(N=C(N1)N1[C@@H](COCC1)C)NCC2 (R)-4-(4-chloro-6,7-dihydro-5H-pyrrolo[2,3-d]pyrimidin-2-yl)-3-methylmorpholine